1-PROPYL-1H-PYRAZOL-5-YLBORONIC ACID C(CC)N1N=CC=C1B(O)O